3-(3-(((1-(4-(5,7-dimethoxy-4-oxo-3,4-dihydroquinazolin-2-yl)phenyl)piperidin-4-yl)(methyl)amino)methyl)phenyl)piperidine-2,6-dione COC1=C2C(NC(=NC2=CC(=C1)OC)C1=CC=C(C=C1)N1CCC(CC1)N(C)CC=1C=C(C=CC1)C1C(NC(CC1)=O)=O)=O